8-methoxy-2,5-dimethyl-3,4-dihydro-2H-pyrano[2,3-b]quinoline COC1=CC=C2C(=C3C(=NC2=C1)OC(CC3)C)C